C(C)(C)(C)OC(=O)NC=1C=C(C(=NC1)N1N=CC(=N1)C(=O)OC)Cl methyl 2-(5-((tert-butoxycarbonyl) amino)-3-chloropyridin-2-yl)-2H-1,2,3-triazole-4-carboxylate